O=C1N(C2=C(C=NC=C2)N1C1=CC=C(C=C1)OC1=CC=CC=C1)C=1C=C(C=CC1)NC(OC(C)(C)C)=O tert-butyl (3-(2-oxo-3-(4-phenoxyphenyl)-2,3-dihydro-1H-imidazo[4,5-c]pyridin-1-yl)phenyl)carbamate